Cl.Cl.N[C@@H]1CN(C[C@@H](C1)C)C1=C(C(=NC(=C1)C)C)NC(=O)C=1C(=C(C(=CC1)F)C1=C(C=CC=C1F)F)F N-(4-((3S,5R)-3-amino-5-methylpiperidin-1-yl)-2,6-dimethylpyridin-3-yl)-2,2',6,6'-Tetrafluoro-[1,1'-biphenyl]-3-carboxamide dihydrochloride